1,4-diaminocyclooctane NC1CCC(CCCC1)N